decyl α-trimethylsilylpropionate C[Si](C(C(=O)OCCCCCCCCCC)C)(C)C